N-((2R,3R,4R,5S,6S)-6-((7H-purin-6-yl)amino)-4,5-dihydroxy-2-(hydroxymethyl)tetrahydro-2H-pyran-3-yl)-2-((S)-pyrrolidin-2-yl)acetamide N1=CN=C2N=CNC2=C1N[C@@H]1[C@H]([C@@H]([C@H]([C@@H](O1)CO)NC(C[C@H]1NCCC1)=O)O)O